C(#N)C=1C=C(C=CC1OC)[C@@H]1CC[C@H](CC1)CN(C(=O)[C@@H]1CC[C@H](CC1)O)C1=CC(=CC=C1)C=1C=NN(C1)C1CC1 trans-N-((trans-4-(3-cyano-4-methoxyphenyl)cyclohexyl)methyl)-N-(3-(1-cyclopropyl-1H-pyrazol-4-yl)phenyl)-4-hydroxycyclohexanecarboxamide